C(#N)C1(CC1)NS(=O)(=O)C1=CC=C2C3=C(N(C2=C1)C=1SC(=NN1)C(F)F)N=CN=C3C3=CCC(CC3)O N-(1-Cyanocyclopropyl)-9-(5-(difluoromethyl)-1,3,4-thiadiazol-2-yl)-4-(4-hydroxycyclohex-1-en-1-yl)-9H-pyrimido[4,5-b]indole-7-sulfonamide